methacryloyloxyethyltrimethyl-ammonium chloride [Cl-].C(C(=C)C)(=O)OCC[N+](C)(C)C